NC1=NC=NN2C1=CC=C2[C@H]2[C@@H]([C@@H]([C@@](O2)(CF)COP(=O)(OC2=CC=CC=C2)N[C@@H](C)C(=O)O[C@H]2CN(CC2)C)O)O (R)-1-methylpyrrolidin-3-yl ((((2R,3S,4R,5S)-5-(4-aminopyrrolo[2,1-f][1,2,4]triazin-7-yl)-2-(fluoromethyl)-3,4-dihydroxytetrahydrofuran-2-yl)methoxy) (phenoxy)phosphoryl)-L-alaninate